Iron (III) dinaphthalene hydroxide [OH-].C1=CC=CC2=CC=CC=C12.C1=CC=CC2=CC=CC=C12.[Fe+3].[OH-].[OH-]